ClCC1=C(C=CC2=CC=CC=C12)OCC1=C(C=CC=C1)CC#N 2-(2-(((1-(chloromethyl)naphthalen-2-yl)oxy)methyl)phenyl)acetonitrile